ClC1=C(C=CC=C1)C1=C(C(=CC=C1)C1=NC2=C(C=C(C(=C2C=C1)OC)CNC[C@@H](C)O)Cl)Cl 2,2'-dichloro-3'-(8-chloro-6-((((R)-2-hydroxypropyl)amino)methyl)-5-methoxyquinolin-2-yl)-[1,1'-biphenyl]